FC1=CC=C(C=C1)[C@@](C)(O)C=1C=NC=CC1 (R)-1-(4-fluorophenyl)-1-(3-pyridyl)-1-ethanol